O.C1(C(C(C2=CC=CC=C12)=O)=O)=O 1,2,3-Indantrione hydrate